1-{4-[(4-cyanophenyl)sulfamoyl]phenyl}-3-(pyridin-3-ylmethyl)urea C(#N)C1=CC=C(C=C1)NS(=O)(=O)C1=CC=C(C=C1)NC(=O)NCC=1C=NC=CC1